9-(4-chloro-2-fluorophenyl)-2,3-dimethyl-7-[2-(2-methylpyridin-4-yl)morpholin-4-yl]pyrimido[1,2-b]pyridazin-4-one ClC1=CC(=C(C=C1)C=1C=2N(N=C(C1)N1CC(OCC1)C1=CC(=NC=C1)C)C(C(=C(N2)C)C)=O)F